FC1=CC=C(C=C1)C=1C=C(C=NC1)S(=O)(=O)N1C2=C(OCC1)C=CC=C2 4-((5-(4-fluorophenyl)pyridin-3-yl)sulfonyl)-3,4-dihydro-2H-benzo[b][1,4]oxazine